1-(2,6-diisobutyl-4-cyanophenyl)-3-({[9-(4-tert-butylpyridin-2-yl)-9H-carbazol-2-yl]oxy}phenyl)benzimidazolium hydrochloride salt Cl.C(C(C)C)C1=C(C(=CC(=C1)C#N)CC(C)C)[N+]1=CN(C2=C1C=CC=C2)C2=C(C=CC=C2)OC2=CC=1N(C3=CC=CC=C3C1C=C2)C2=NC=CC(=C2)C(C)(C)C